(S)-N-((3-chloro-5-fluoropyridin-2-yl)methyl)-4-(5-(2-cyclopropyl-5-fluoropyridin-4-yl)-1H-pyrazole-3-carbonyl)-4-azaspiro[2.5]Octane-7-carboxamide ClC=1C(=NC=C(C1)F)CNC(=O)[C@H]1CCN(C2(CC2)C1)C(=O)C1=NNC(=C1)C1=CC(=NC=C1F)C1CC1